C(C)[C@@H]1N(CCC1)CNC(=O)C=1SC(=CC1)C1=CC(=C(C=C1)O)OC N-((S)-2-(1-ethyl)pyrrolidinylmethyl)-5-(4-hydroxy-3-methoxyphenyl)thiophene-2-carboxamide